C(C)(=O)[O-].C(CCC)[NH3+] n-butylammonium acetate